C(C)OC1=CC=CC=2N=C(SC21)NC(C(=CNC2=NC=CC1=CC=C(C=C21)C2=NOC(=N2)C)O)=O (R)-N-(7-ethoxybenzo[d]thiazol-2-yl)-2-hydroxy-3-((7-(5-methyl-1,2,4-oxadiazol-3-yl)isoquinolin-1-yl)amino)propenamide